OC(=O)C(F)(F)F.ClC1=C(OCC(C(=O)N[C@@H]2[C@H](CNCC2)F)(C)C)C=CC=C1 3-(2-chlorophenoxy)-N-((3S,4S)-3-fluoropiperidin-4-yl)-2,2-dimethylpropanamide TFA salt